COC1=C(CNC2=NC=CC(=C2F)CC=2C(=C(C(=C(C(=O)OC)C2)NC2=C(C=C(C=C2)I)F)F)F)C=CC(=C1)OC methyl 5-((2-((2,4-dimethoxybenzyl)amino)-3-fluoropyridin-4-yl)methyl)-3,4-difluoro-2-((2-Fluoro-4-iodophenyl)amino)benzoate